C(CCC(=O)ON1C(CCC1=O)=O)(=O)OC[C@@H](COC(CCCCCCCCCCCCC)=O)OC(CCCCCCCCCCCCC)=O (R)-2,3-bis(tetradecanoyloxy)propyl (2,5-dioxopyrrolidin-1-yl) succinate